FC(C(=O)[O-])F Difluoroacetate